Benzyl (3aR,6aS)-5-(2-(2,6-dioxo-1-((2-(trimethylsilyl)ethoxy)methyl)piperidin-3-yl)-1-oxoisoindolin-4-yl)hexahydropyrrolo[3,4-c]pyrrole-2(1H)-carboxylate O=C1N(C(CCC1N1C(C2=CC=CC(=C2C1)N1C[C@@H]2[C@H](C1)CN(C2)C(=O)OCC2=CC=CC=C2)=O)=O)COCC[Si](C)(C)C